OC#C 1-hydroxyacetylene